FC=1C=C(CC2=CC(=NC=C2)N2N=CC(=C2CO)C(=O)OCC)C=C(C1)C(F)(F)F ethyl 1-(4-(3-fluoro-5-(trifluoromethyl) benzyl) pyridin-2-yl)-5-(hydroxymethyl)-1H-pyrazole-4-carboxylate